C=1([O-])C([O-])=CC=CC1.C=1([O-])C([O-])=CC=CC1.C=1([O-])C([O-])=CC=CC1.[Fe+3].[Fe+3] ferric triscatecholate